S(=O)(=O)(OCCCCCCCCCCCCCCCC)[O-].[Na+] sodium hexadecyl Sulfate